(4S)-11-((3R)-1-(cyclopropyl)pyrrolidin-3-yl)-4-ethyl-8-fluoro-4-hydroxy-1H-pyrano[3',4':6,7]indolizino[2,1-b]quinoline-3,6,14(4H,11H,12H)-trione C1(CC1)N1C[C@@H](CC1)N1C2=C(C(C3=CC(=CC=C13)F)=O)C1=CC3=C(C(N1C2)=O)COC([C@]3(O)CC)=O